FC(OC1=CC=C(C=C1C1=CC=CC=C1)C=1OC=C(N1)C)F 2-(6-(difluoromethoxy)-[1,1'-biphenyl]-3-yl)-4-methyloxazole